3-benzyl-8-fluoro-5-phenyl-1-oxa-5-azaspiro[5.5]undec-7,10-diene-4,9-dione C(C1=CC=CC=C1)C1COC2(N(C1=O)C1=CC=CC=C1)C=C(C(C=C2)=O)F